4-[2-chloro-4-(trifluoromethoxy)phenoxy]-N-[2-(dimethylamino)-4-pyridyl]-6-(trifluoromethyl)pyridine-3-carboxamide ClC1=C(OC2=C(C=NC(=C2)C(F)(F)F)C(=O)NC2=CC(=NC=C2)N(C)C)C=CC(=C1)OC(F)(F)F